NC1=C2N=CN(C2=NC=N1)[C@H]1[C@@H]([C@@H]([C@H](O1)CSC1=C(C(=O)O)C=CC=C1)O)O ((((2S,3S,4R,5R)-5-(6-Amino-9H-purin-9-yl)-3,4-dihydroxytetrahydrofuran-2-yl)methyl)thio)benzoic acid